C1(=CC=CC=C1)C1=NC2=C(C(O1)(C1=CC=C(C=C1)OC)C1=CC=C(C=C1)N(CC)CC)C=CC(=C2C)N(C)C 2-phenyl-4-(4-diethylaminophenyl)-4-(4-methoxyphenyl)-8-methyl-7-dimethylamino-3,1-benzoxazine